C1(CCC1)=CC1=NN2C(N(C(=C(C2=O)N2CCN(CC2)C(C2=NC=CC=C2O)=O)CC)CC(=O)NC2=CC=C(C=C2)S(F)(F)(F)(F)F)=N1 2-(2-(cyclobutylidenemethyl)-5-ethyl-6-(4-(3-hydroxypicolinoyl)piperazin-1-yl)-7-oxo-[1,2,4]triazolo[1,5-a]pyrimidin-4(7H)-yl)-N-(4-(pentafluoro-λ6-sulfaneyl)phenyl)acetamide